F[P-](F)(F)(F)(F)F.CC=1[N+](=C(NC1)C)CC dimethyl-3-ethylimidazolium hexafluorophosphate